C(C)(=O)NC=1SC(=CN1)CN1CCN(CC1)CC(=O)NC=1SC2=C(N1)C=CC=C2 2-(4-((2-acetamidothiazol-5-yl)methyl)piperazin-1-yl)-N-(benzo[d]thiazol-2-yl)acetamide